C(CCCCCCC\C=C/CCCCCCCC)(=O)OCCCCCCCCCCCCCCCCCCCC icosyl oleate